8-bromo-5-fluoro-7-methylquinolin BrC=1C(=CC(=C2C=CC=NC12)F)C